3-(4-cyano-3-fluoro-phenyl)-4-[6-fluoro-1-(2-hydroxy-2-methyl-propyl)indazol-5-yl]Benzoic acid C(#N)C1=C(C=C(C=C1)C=1C=C(C(=O)O)C=CC1C=1C=C2C=NN(C2=CC1F)CC(C)(C)O)F